{4-[(3R,4R,5S)-3-amino-4-hydroxy-5-methylpiperidin-1-yl]-2,3-dihydrofuro[2,3-b]pyridin-5-yl}-6-[2,6-difluoro-4-(1-hydroxy-1-methylethyl)phenyl]-5-fluoropyridine-2-carboxamide N[C@@H]1CN(C[C@@H]([C@H]1O)C)C1=C2C(=NC=C1C=1C(=NC(=C(C1)F)C1=C(C=C(C=C1F)C(C)(C)O)F)C(=O)N)OCC2